(R)-N-(2-fluoro-3-hydroxy-3-methylbutyl)-4-(isopropylamino)-2-(6-oxo-1,6-dihydropyridin-3-yl)thieno[2,3-b]pyridine-5-carboxamide F[C@H](CNC(=O)C=1C(=C2C(=NC1)SC(=C2)C2=CNC(C=C2)=O)NC(C)C)C(C)(C)O